dimethyltetrahydrophenylacetaldehyde CC(C=O)(C1CCCC=C1)C